4-n-butyl-styrene C(CCC)C1=CC=C(C=C)C=C1